Dodeca-3-ene CCC=CCCCCCCCC